5-(4-chloro-5-(trimethylsilyl)pyridin-2-yl)benzo[d]imidazo[5,1-b]thiazole ClC1=CC(=NC=C1[Si](C)(C)C)C1=CC=CC=2N3C(SC21)=CN=C3